5-Hexenyldimethylsilane C(CCCC=C)[SiH](C)C